Cl.F[C@H]1[C@@H](CNC1)O (3R,4R)-4-fluoropyrrolidin-3-ol hydrochloride